C(CCC)OC(=O)C=1C2=C(OC1C)C1=CC=CC=C1C(=C2)NS(=O)(=O)C2=C(C=CC(=C2)OC)OC 5-(2,5-dimethoxyphenylsulfonamido)-2-methylnaphtho[1,2-b]furan-3-carboxylic acid butyl ester